ClC1=NNC2=NC(=NC(=C21)N[C@H]2CN(CCC2)C(C=C)=O)NC=2C=NN(C2)CCN2CCOCC2 (R)-1-(3-(3-Chloro-6-(1-(2-Morpholinoethyl)-1H-pyrazol-4-ylamino)-1H-pyrazolo[3,4-d]pyrimidin-4-ylamino)piperidin-1-yl)prop-2-en-1-on